(S)-6-(1-amino-1,3-dihydrospiro[indene-2,4'-piperidine]-1'-yl)-3-(2,3-dichlorophenyl)-1H-pyrazolo[3,4-d]pyrimidine-4-carboxamide N[C@@H]1C2=CC=CC=C2CC12CCN(CC2)C2=NC(=C1C(=N2)NN=C1C1=C(C(=CC=C1)Cl)Cl)C(=O)N